FC1=C(C(=O)OC)C=C(C=C1)C=O Methyl 2-fluoro-5-formylbenzoate